FC=1C=2N(C=CC1)N=C(C2)[C@@H]2N(CCC1=C2N=CN1)C=1N=CC(=NC1)C(=O)NC(C)C (R)-5-(4-(4-fluoropyrazolo[1,5-a]pyridin-2-yl)-1,4,6,7-tetrahydro-5H-imidazo[4,5-c]pyridin-5-yl)-N-isopropylpyrazine-2-carboxamide